C(=C)[Si](OC)(OC)CCCCCCCCCCCC vinyl-Dodecyldimethoxysilane